6-bromo-5-hydroxy-1-methyl-2-(phenylthiomethyl)indole BrC1=C(C=C2C=C(N(C2=C1)C)CSC1=CC=CC=C1)O